2-[(3-ethynyl-8-methyl-6-quinolyl)oxy]-2-methylsulfanyl-N-propyl-acetamide C(#C)C=1C=NC2=C(C=C(C=C2C1)OC(C(=O)NCCC)SC)C